1-(difluorocarboxymethyl)-3-ethylimidazole FC(N1CN(C=C1)CC)(C(=O)O)F